ClC1=C(C#N)C=CC(=C1)N1CC2(C[C@@H]1C)CCN(CC2)C2=CC=C(C=C2)C(=O)N2CCC(CC2)CN2CCC(CC2)C2=CC=C(C=C2)N[C@@H]2C(NC(CC2)=O)=O 2-Chloro-4-((S)-8-(4-(4-((4-(4-(((S)-2,6-dioxo-piperidin-3-yl)amino)-phenyl)piperidin-1-yl)-methyl)piperidine-1-carbonyl)phenyl)-3-methyl-2,8-diazaspiro[4.5]decan-2-yl)benzonitrile